FC1(CN(CC[C@H]1NC1=NN2C(C(=N1)OC)=C(C=C2)C=2C=C(C1=C(N(C(=N1)C)CCF)C2)F)C(C)=O)F (R)-1-(3,3-difluoro-4-((5-(4-fluoro-1-(2-fluoroethyl)-2-methyl-1H-benzo[d]imidazol-6-yl)-4-methoxypyrrolo[2,1-f][1,2,4]triazin-2-yl)amino)piperidin-1-yl)ethan-1-one